2-(diphenylphosphino)ferrocen C1(=CC=CC=C1)P(C=1[CH-]C=CC1)C1=CC=CC=C1.[CH-]1C=CC=C1.[Fe+2]